2-(2,6-dioxopiperidin-3-yl)-5-(piperidin-4-yl)isoindole-1,3-dione O=C1NC(CCC1N1C(C2=CC=C(C=C2C1=O)C1CCNCC1)=O)=O